ClC1=C(C=CC2=C1C(=NCCN2)C2=C(C=CC(=C2)OC)F)C(F)(F)F 6-chloro-5-(2-fluoro-5-methoxy-phenyl)-7-(trifluoromethyl)-1,3-dihydro-1,4-benzodiazepine